1,2-di(4'-bromophenyl)ethanedione PRENYLACETATE C(C=C(C)C)CC(=O)O.BrC1=CC=C(C=C1)C(C(=O)C1=CC=C(C=C1)Br)=O